N',N'-dimethylguanidine CN(C(N)=N)C